bis(3,5-bis(trifluoromethyl)phenyl)amine FC(C=1C=C(C=C(C1)C(F)(F)F)NC1=CC(=CC(=C1)C(F)(F)F)C(F)(F)F)(F)F